OC1=CC=C(C=C1)C(\C=C\C1=CC(=C(C=C1)OC)COC1=C(C=CC=C1)CC=C)=O (E)-1-(4-Hydroxyphenyl)-3-[4-methoxy-3-[(2-prop-2-enylphenoxy)methyl]phenyl]prop-2-en-1-one